2-Methyl-8-fluoro-quinoline-4-carboximidamide HCl salt Cl.CC1=NC2=C(C=CC=C2C(=C1)C(N)=N)F